bis[2-[2,4,6-trioxo-3,5-bis[2-(3-oxobutanoyloxy)ethyl]-1,3,5-triazinan-1-yl]ethyl] hexanedioate C(CCCCC(=O)OCCN1C(N(C(N(C1=O)CCOC(CC(C)=O)=O)=O)CCOC(CC(C)=O)=O)=O)(=O)OCCN1C(N(C(N(C1=O)CCOC(CC(C)=O)=O)=O)CCOC(CC(C)=O)=O)=O